ClC1=CC=NC2=CC=C(C=C12)NC1=CC(=C(C=C1)C1CCN(CC1)C)F 4-chloro-N-(3-fluoro-4-(1-methylpiperidin-4-yl)phenyl)quinolin-6-amine